3-[Benzimidazol-2-ylidene(phenyl)methyl]-5-[(1-ethylpiperidin-4-yl)amino]-1H-indol-2-ol N=1C(N=C2C1C=CC=C2)=C(C2=C(NC1=CC=C(C=C21)NC2CCN(CC2)CC)O)C2=CC=CC=C2